[(6-Amino-2-butoxy-5-nitro-pyrimidin-4-yl)-(4-pyrrolidin-1-ylmethyl-benzyl)-amino]-acetic acid ethyl ester C(C)OC(CN(CC1=CC=C(C=C1)CN1CCCC1)C1=NC(=NC(=C1[N+](=O)[O-])N)OCCCC)=O